C(C)(C)(C)OC(=O)N1CC=2N(CCC1)N=C(C2)C(NC)=O tert-butyl-2-(methylcarbamoyl)-4,6,7,8-tetrahydropyrazolo[1,5-a][1,4]diazepine-5-carboxylate